2'-bromo-4'-(methoxycarbonyl)-[1,1'-biphenyl]-4-carboxylic acid BrC1=C(C=CC(=C1)C(=O)OC)C1=CC=C(C=C1)C(=O)O